BrC=1C=C2CC(N(C(C2=C2C1C=CC=C2)=O)CCC2CCN(CC2)CC2=CC=C(C=C2)OC)=O 6-bromo-2-(2-(1-(4-methoxybenzyl)piperidin-4-yl)ethyl)-1H-benzisoquinoline-1,3(2H)-dione